(1,1-dioxo-1,4-thiazinan-4-yl)-(2-fluoro-3-methyl-4-nitrophenyl)methanone O=S1(CCN(CC1)C(=O)C1=C(C(=C(C=C1)[N+](=O)[O-])C)F)=O